CNC1=NS(C2=C(N1)C=CS2)(=O)=O N-methyl-1,1-dioxo-4H-thieno[3,2-e][1,2,4]thiadiazin-3-amine